N-(1-(tert-butylsulfonyl)-4-oxo-1,2,3,4-tetrahydroquinolin-7-yl)-4-((2-hydroxyethyl)sulfonamido)-2-(6-azaspiro[2.5]octan-6-yl)benzamide C(C)(C)(C)S(=O)(=O)N1CCC(C2=CC=C(C=C12)NC(C1=C(C=C(C=C1)NS(=O)(=O)CCO)N1CCC2(CC2)CC1)=O)=O